ClC1=CC=C(CN2C=NC=C2)C=C1 1-(4-chlorobenzyl)-1H-Imidazole